7-((4-(5-fluoro-6-(methylcarbamoyl)pyridin-3-yl)piperazin-1-yl)methyl)-6-fluoro-3-methylpyrazolo[1,5-a]quinoxalin-4(5H)-one FC=1C=C(C=NC1C(NC)=O)N1CCN(CC1)CC=1C(=C2NC(C=3N(C2=CC1)N=CC3C)=O)F